4-propoxy-5-methylphenol C(CC)OC1=CC=C(C=C1C)O